2,6-difluorobenzene-1-sulfonyl chloride FC1=C(C(=CC=C1)F)S(=O)(=O)Cl